BrC=1C=C(C=C(C1)Br)S(=O)(=O)C1=CC(=CC=C1)Br (3,5-dibromophenylsulfonyl)-3-bromobenzene